methyl 3-(9-((4-(aminomethyl)-2-methyl-6-(morpholine-4-carbonyl)phenyl)carbamoyl)-4,5-dihydrobenzo[b]thieno[2,3-d]oxepin-8-yl)-6-(propylcarbamoyl)picolinate NCC1=CC(=C(C(=C1)C(=O)N1CCOCC1)NC(=O)C1=CC2=C(OCCC3=C2SC=C3)C=C1C=1C(=NC(=CC1)C(NCCC)=O)C(=O)OC)C